dimethyldisilazane C[Si](C)N[Si]